(R)-3-formylpiperidine-1-carboxylic acid tert-butyl ester C(C)(C)(C)OC(=O)N1C[C@@H](CCC1)C=O